(S)-5-(3-bromophenyl)-N-(1-cyclopropylethyl)-4H-1,2,4-triazole-3-carboxamide Ethyl-5-(3-bromophenyl)-4H-1,2,4-triazole-3-carboxylate C(C)OC(=O)C1=NN=C(N1)C1=CC(=CC=C1)Br.BrC=1C=C(C=CC1)C=1NC(=NN1)C(=O)N[C@@H](C)C1CC1